The molecule is a beta-D-glucosylceramide in which a beta-D-glucosyl residue attached to the primary hydroxyl group of N-henicosanoyl-14-methylhexadecasphingosine. It is a metabolite of the nematode Caenorhabditis elegans. It has a role as a Caenorhabditis elegans metabolite. It derives from a 14-methylhexadecasphingosine and a henicosanoic acid. CCCCCCCCCCCCCCCCCCCCC(=O)N[C@@H](CO[C@H]1[C@@H]([C@H]([C@@H]([C@H](O1)CO)O)O)O)[C@@H](/C=C/CCCCCCCCC(C)CC)O